[Cl-].CC(C)C1=C(C(=CC=C1)C(C)C)N1C=[N+](C=C1)C1=C(C=CC=C1C(C)C)C(C)C 1,3-bis[2,6-bis(1-methylethyl)phenyl]-1H-imidazolium chloride